NC1CCC(CC1)(F)CN1N=CC(=C1)NC(=O)C=1N=C(SC1)C=1C=NNC1 N-{1-[(cis-4-amino-1-fluorocyclohexyl)methyl]-1H-pyrazol-4-yl}-2-(1H-pyrazol-4-yl)-1,3-thiazole-4-carboxamide